1H-pyrazolo[3,4-b]quinoxalin-3-amine N1N=C(C=2C1=NC1=CC=CC=C1N2)N